3-Methoxy-isoxazole-5-carboxylic acid [5-(1-methyl-2-oxo-1,2,3,4-tetrahydro-quinolin-6-yl)-pyridin-3-ylmethyl]-amide CN1C(CCC2=CC(=CC=C12)C=1C=C(C=NC1)CNC(=O)C1=CC(=NO1)OC)=O